3-(3-(4-(Trifluoromethyl)phenyl)prop-1-en-1-yl)pyrrolidine-1-carboxylic acid tert-butyl ester C(C)(C)(C)OC(=O)N1CC(CC1)C=CCC1=CC=C(C=C1)C(F)(F)F